tert-butyl 5-oxo-6-(4-(trifluoromethyl)phenyl)-1,2,4,4a,5,6-hexahydro-3H-pyrazino[1,2-a]quinoxaline-3-carboxylate O=C1C2N(C3=CC=CC=C3N1C1=CC=C(C=C1)C(F)(F)F)CCN(C2)C(=O)OC(C)(C)C